BrC=1C=C(C=NC1NCC1=CC(=CC=C1)C(F)(F)F)S(=O)(=O)N(C)CC1=CC=C(C=C1)OC 5-bromo-N-[(4-methoxyphenyl)methyl]-N-methyl-6-[[3-(trifluoromethyl)phenyl]methylamino]pyridine-3-sulfonamide